N-(4-(1H-imidazol-1-yl)phenyl)-N-(2-(tert-butylamino)-1-(furan-3-yl)-2-oxoethyl)thiophene-2-carboxamide N1(C=NC=C1)C1=CC=C(C=C1)N(C(=O)C=1SC=CC1)C(C(=O)NC(C)(C)C)C1=COC=C1